FC=1C(=C(C=CC1)C(=O)N1[C@@H]2[C@@H](C[C@H](C1)CC2)NC2=NC=C(N=C2)C(F)(F)F)N2N=CC=N2 (3-fluoro-2-(2H-1,2,3-triazol-2-yl)phenyl)((1S,4R,6R)-6-((5-(trifluoromethyl)pyrazin-2-yl)amino)-2-azabicyclo[2.2.2]octan-2-yl)methanone